C(C)(C)(C)C1=CC(=NC=C1)N1C2=CC=CC=C2C=2C=CC(=CC12)OC=1C=C(C=CC1)NC=1C(=CC=CC1)NC1=C(C=CC=C1C1=CC(=CC(=C1)C12CC3CC(CC(C1)C3)C2)C23CC1CC(CC(C2)C1)C3)C3=CC(=CC(=C3)C31CC2CC(CC(C3)C2)C1)C12CC3CC(CC(C1)C3)C2 N1-(3-((9-(4-(tert-butyl)pyridin-2-yl)-9H-carbazol-2-yl)oxy)phenyl)-N2-(3,3'',5,5''-tetra(adamantan-1-yl)-[1,1':3',1''-terphenyl]-2'-yl)benzene-1,2-diamine